(2S,4R)-N-((4-carbamimidoylthiophen-2-yl)methyl)-4-(methylsulfonyl)-1-((4-phenoxy-butanoyl)glycyl)pyrrolidine-2-carboxamide C(N)(=N)C=1C=C(SC1)CNC(=O)[C@H]1N(C[C@@H](C1)S(=O)(=O)C)C(CNC(CCCOC1=CC=CC=C1)=O)=O